ClC1=C(C=CC(=C1)F)S(=O)(=O)N1CC2(C1)CN(C2)C(=O)N2CC1(C2)CC(C1)N1N=C(N=C1)C1CC1 [2-(2-chloro-4-fluoro-phenyl)sulfonyl-2,6-diazaspiro[3.3]heptan-6-yl]-[6-(3-cyclopropyl-1,2,4-triazol-1-yl)-2-azaspiro[3.3]heptan-2-yl]methanone